Cl.[S] sulfur hydrochloric acid